3-chloro-2-[(2-cyclopropyl-6-fluoro-4-{[(2Z)-imidazolidin-2-ylidene]carbamoyl}phenyl)amino]-N-[(1S,3R,5S,7S)-adamantan-1-yl]pyridine-4-carboxamide ClC=1C(=NC=CC1C(=O)NC12CC3CC(CC(C1)C3)C2)NC2=C(C=C(C=C2F)C(N=C2NCCN2)=O)C2CC2